1-(6-(2-hydroxypropan-2-yl)pyridin-2-yl)-2-methyl-6-(methylthio)-1,2-dihydro-3H-pyrazolo[3,4-d]pyrimidin-3-one OC(C)(C)C1=CC=CC(=N1)N1N(C(C=2C1=NC(=NC2)SC)=O)C